7-Chloro-9-fluoro-8-(6-fluoro-1-methylsulfonyl-1H-indol-4-yl)-1,4,4-trimethyl-5H-[1,2,4]triazolo[4,3-a]quinoxaline ClC=1C=C2NC(C=3N(C2=C(C1C1=C2C=CN(C2=CC(=C1)F)S(=O)(=O)C)F)C(=NN3)C)(C)C